7-([1,1'-biphenyl]-3-yl)-1-(2-morpholinoethyl)-3,4-dihydro-quinolin-2(1H)-one C1(=CC(=CC=C1)C1=CC=C2CCC(N(C2=C1)CCN1CCOCC1)=O)C1=CC=CC=C1